FC(C1CN(C1)CC[C@@H](C)[C@H]1CC[C@H]2\C(\CCC[C@]12C)=C\C=C1C[C@H](C[C@@H](C1)O)O)F (1R,3R)-5-(2-((1R,3aS,7aR,E)-1-((R)-4-(3-(difluoromethyl)azetidin-1-yl)butan-2-yl)-7a-methyl-octahydro-4H-inden-4-ylidene)ethylidene)cyclohexane-1,3-diol